4-[(3aS,4R,9bR)-6-ethoxy-3a,4,5,9b-tetrahydro-3H-cyclopenta[c]quinolin-4-yl]benzoic acid C(C)OC1=CC=CC=2[C@H]3[C@@H]([C@@H](NC12)C1=CC=C(C(=O)O)C=C1)CC=C3